Cl.CC(CN)C=C 2-methylbut-3-en-1-amine hydrochloride